NCC\C=C\C (3E)-1-amino-3-pentene